BrC1=CC=C2C(=N1)C(C(N2)=O)(C)C 5-bromo-3,3-dimethyl-1H-pyrrolo[3,2-b]pyridin-2(3H)-one